CC(CC(=O)N1CCN(C2=CC=CC=C12)C(CCN1CCCC1)=O)(C)C 3,3-dimethyl-1-(4-(3-(pyrrolidin-1-yl)propionyl)-3,4-dihydroquinoxalin-1(2H)-yl)butan-1-one